C1(=C(C=CC=C1)C1=C(C(=C(C(C(=O)O)=C1)C(=O)O)C1=C(C=CC=C1)C)C(=O)O)C ditolyl-trimellitic acid